4-hydroxy-7-phenyl-3-(2,2,2-trifluoroethan-1-one-1-yl)-2H-chromene OC1=C(COC2=CC(=CC=C12)C1=CC=CC=C1)C(C(F)(F)F)=O